(1,4-diazabicyclo[3.2.2]nonan-4-yl)(3-iodo-4,7-dihydropyrano[3,4-c]pyrazol-1(5H)-yl)methanone N12CCN(C(CC1)CC2)C(=O)N2N=C(C1=C2COCC1)I